C(C1=CC=CC=C1)N1N=C(C(=C1)C1=CC=2N=C(NC(C2S1)=O)C1C[C@H]2[C@@H](N1C(=O)OC(C)(C)C)CCC2)C tert-butyl (3aS,6aS)-2-[6-(1-benzyl-3-methyl-1H-pyrazol-4-yl)-4-oxo-3,4-dihydrothieno[3,2-d]pyrimidin-2-yl]hexahydrocyclopenta[b]pyrrole-1(2H)-carboxylate